CC=1N=C(C2=CC=CC=C2C1C1=CC=C(C=C1)C(F)(F)F)Cl methyl-1-chloro-4-[4-(trifluoromethyl)phenyl]isoquinoline